ClC1=C(C(=O)NC(=O)N(C2=CC=C(C=C2)CCCC)CC)C(=CC=C1)Cl N-(2,6-dichlorobenzoyl)-N'-(ethyl)-N'-(4-butylphenyl)urea